ClC=1C=C(C(=O)NC2=C(N=CS2)C(=O)NCC2=CC(=CC=C2)F)C=C(C1O)Cl 5-(3,5-dichloro-4-hydroxybenzamido)-N-(3-fluorobenzyl)thiazole-4-carboxamide